(3,4-Diethoxyphenyl)-[4-[2-(4-pyridyl)ethyl]piperazin-1-yl]methanone C(C)OC=1C=C(C=CC1OCC)C(=O)N1CCN(CC1)CCC1=CC=NC=C1